O=C(C(C1=CC=CC=C1)N1C(CCC1=O)=O)N1CCN(CC1)C1=CC(=CC=C1)C(F)(F)F 1-(2-oxo-1-phenyl-2-(4-(3-(trifluoromethyl)phenyl)piperazin-1-yl)ethyl)pyrrolidine-2,5-dione